methyl 3,4,5-trihydroxy-benzoate OC=1C=C(C(=O)OC)C=C(C1O)O